The molecule is a glucotriose that is D-glucopyranose in which the hydroxy groups at positions 4 and 6 have been converted into the corresponding beta-D-glucopyranoside and alpha-D-glucopyranoside, respectively. It is a beta-D-glucoside, an alpha-D-glucoside and a glucotriose. C([C@@H]1[C@H]([C@@H]([C@H]([C@H](O1)OC[C@@H]2[C@H]([C@@H]([C@H](C(O2)O)O)O)O[C@H]3[C@@H]([C@H]([C@@H]([C@H](O3)CO)O)O)O)O)O)O)O